ClC1=C2C=C(NC2=CC=C1)C(=O)N1CC(NCC1)=O 4-(4-chloro-1H-indole-2-carbonyl)piperazin-2-one